C(CCCCCCCCCCCCC)OCC(=O)OC1=C(CC2=CC(=C(C=C12)OC)OC)CC1CCN(CC1)CC1=CC=CC=C1 2-((1-benzylpiperidin-4-yl)methyl)-5,6-dimethoxy-1H-inden-3-yl 2-(tetradecyloxy)acetate